9'-hydroxyspiro[indoline-2,3'-[3H]-naphtho[2,1-b][1,4]oxazine] OC1=CC=C2C=CC=3OC4(C=NC3C2=C1)NC1=CC=CC=C1C4